CC(=C[C@H]1C([C@@H]1C(=O)OCC1=C(C(=C(C(=C1F)F)C#C)F)Cl)(C)C)C 2-chloro-4-ethynyl-3,5,6-trifluorobenzyl (1R)-trans-3-(2-methyl-1-propenyl)-2,2-dimethylcyclopropanecarboxylate